(E)-7-[2,6-diisopropyl-4-(4-fluorophenyl)-5-propyloxymethyl-pyrid-3-yl]-3,5-dihydroxy-hept-6-enoate C(C)(C)C1=NC(=C(C(=C1/C=C/C(CC(CC(=O)[O-])O)O)C1=CC=C(C=C1)F)COCCC)C(C)C